6-((3-cyclopropyl-4-methylpiperazin-1-yl)methyl)-2-(3-(3,3-difluoro-1-((4-methyl-4H-1,2,4-triazol-3-yl)methyl)cyclobutyl)phenyl)-4-(trifluoromethyl)isoindolin-1-one C1(CC1)C1CN(CCN1C)CC1=CC(=C2CN(C(C2=C1)=O)C1=CC(=CC=C1)C1(CC(C1)(F)F)CC1=NN=CN1C)C(F)(F)F